(trifluoromethyl)oxazol FC(F)(F)C=1OC=CN1